tetra-Vinyl-Guaiacol C(=C)C=1C(=C(C(=C(C1OC)O)C=C)C=C)C=C